1-chloro-3-((tetrahydro-2H-pyran-2-yl)oxy)butan-2-one ClCC(C(C)OC1OCCCC1)=O